ON(C(C(C)(C)C)=O)CC1=CC=C(C=C1)NC1=CC=C(C=C1)OC N-hydroxy-N-(4-((4-methoxyphenyl)amino)benzyl)pivaloamide